CN1CCN(CC1)C(=O)C1=CC=C(C=C1)NC1=NC=C(C(=N1)N1OCCC1C1=CC=CC=C1)C(F)(F)F (4-methylpiperazin-1-yl)(4-((4-(3-phenylisooxazolidin-2-yl)-5-(trifluoromethyl)pyrimidine-2-yl)amino)phenyl)methanone